C(C1=CC=CC=C1)N1C(C2(C(C2C1=O)(C1=CC=CC=C1)C)C=1C=C2C=NN(C2=CC1C)C1=CC=C(C=C1)F)=O 3-benzyl-1-(1-(4-fluorophenyl)-6-methyl-1H-indazol-5-yl)-6-methyl-6-phenyl-3-azabicyclo[3.1.0]hexane-2,4-dione